4-(morpholin-4-yl)pyrimidine-5-carboxylic acid N1(CCOCC1)C1=NC=NC=C1C(=O)O